bis(((1S,2S,4S)-2-(methoxymethyl)-3-oxoquinuclidin-2-yl)methyl)(3aS,6aS)-tetrahydropyrrolone COC[C@@]1(N2CCC(C1=O)CC2)CC2C(N(CC2)C[C@]2(N1CCC(C2=O)CC1)COC)=O